C1(CC1)N1C2=C(C=C(C1=O)C(=O)O)C(OC=1C2=NC(=C(C1)OCCCOC)OC)C(C)C 10-cyclopropyl-6-isopropyl-2-methoxy-3-(3-methoxypropoxy)-9-oxo-9,10-dihydro-6H-pyrano[3,2-b:4,5-b']dipyridine-8-carboxylic acid